OC(C(=O)C1=CC=C2C(CC(C2=C1)(C)C)(C1=CC=C(C=C1)C(C(C)(C)O)=O)C)(C)C 2,3-Dihydro-6-(2-hydroxy-2-methyl-1-oxopropyl)-1,1,3-trimethyl-3-[4-(2-hydroxy-2-methyl-1-oxopropyl)phenyl]-1H-inden